(E)-1-(3-(4-((3,5-difluorobenzyl)oxy)-3-methoxyphenyl)acrylamido)cyclohexane-1-carboxylic acid FC=1C=C(COC2=C(C=C(C=C2)/C=C/C(=O)NC2(CCCCC2)C(=O)O)OC)C=C(C1)F